CN1C=NC2=C1C=C(C(=C2)C2=CC=CN1C(=CC=C21)C(=O)C2=CC(=C(C(=C2)F)F)F)C(F)(F)F (8-(1-methyl-6-(trifluoromethyl)-1H-benzo[d]imidazol-5-yl)indolizin-3-yl)(3,4,5-trifluorophenyl)methanone